N-((1R,2R)-2-Aminocyclohexyl)-2-((2-(3,4-dimethoxyphenyl)-3-isopropyl-1H-indol-5-yl)oxy)acetamid N[C@H]1[C@@H](CCCC1)NC(COC=1C=C2C(=C(NC2=CC1)C1=CC(=C(C=C1)OC)OC)C(C)C)=O